lanthanum-aluminum phosphate P(=O)([O-])([O-])[O-].[Al+3].[La+3].P(=O)([O-])([O-])[O-]